(2-oxo-7-(trifluoromethyl)-2,3-dihydro-1H-benzo[d]imidazol-1-yl)-N-(4-(trifluoromethyl)phenyl)piperidine-1-carboxamide O=C1NC2=C(N1C1N(CCCC1)C(=O)NC1=CC=C(C=C1)C(F)(F)F)C(=CC=C2)C(F)(F)F